N-phenyl-N-((5-(5-(trifluoromethyl)-1,3,4-oxadiazol-2-yl)pyrazin-2-yl)methyl)methanesulfonamide C1(=CC=CC=C1)N(S(=O)(=O)C)CC1=NC=C(N=C1)C=1OC(=NN1)C(F)(F)F